C(CCC#C)N1N=C2C(CN(CC2)C(=O)OC(C)(C)C)=C1C(=O)OCC 5-tert-Butyl 3-ethyl 2-(pent-4-yn-1-yl)-2,4,6,7-tetrahydro-5H-pyrazolo[4,3-c]pyridine-3,5-dicarboxylate